2-bromo-3-[5-(methoxymethoxy)-1-benzofuran-2-yl]-3-oxopropionic acid ethyl ester C(C)OC(C(C(=O)C=1OC2=C(C1)C=C(C=C2)OCOC)Br)=O